[Pd](Cl)Cl.C(C=C)C1=CC=C(C=2OC3=C(C=CC=C3C(C12)(C)C)P(C1=CC=CC=C1)C1=CC=CC=C1)P(C1=CC=CC=C1)C1=CC=CC=C1 allyl-[4,5-bis(diphenylphosphino)-9,9-dimethylxanthene] palladium(II) chloride